Tetraphenyl-Resorcinol C1(=CC=CC=C1)C1=C(C(=C(C(=C1O)C1=CC=CC=C1)O)C1=CC=CC=C1)C1=CC=CC=C1